FC1=C(C#N)C=C(C=C1)OC=1C(=C2C=CNC2=CC1)C(F)(F)F 2-Fluoro-5-((4-(trifluoromethyl)-1H-indol-5-yl)oxy)benzonitrile